2,2-difluoro-2-(5-((4-((2-methoxy-3-(1-methyl-1H-1,2,4-triazol-3-yl)phenyl)amino)-5-propionylpyridin-2-yl)amino)pyrazin-2-yl)ethyl trifluoromethanesulfonate FC(S(=O)(=O)OCC(C1=NC=C(N=C1)NC1=NC=C(C(=C1)NC1=C(C(=CC=C1)C1=NN(C=N1)C)OC)C(CC)=O)(F)F)(F)F